ClC1=C(C(=CC=2NC=NC21)Cl)C2=C(C=CC=C2)C(F)(F)F 4,6-dichloro-5-(2-(trifluoromethyl)phenyl)-1H-benzo[d]imidazol